4-((1-(2-fluoro-3-(trifluoromethyl)phenyl)ethyl)amino)-2,6,8,8-tetramethyl-6H-[1,4]oxazino[3,2-g]quinazolin-7(8H)-one FC1=C(C=CC=C1C(F)(F)F)C(C)NC1=NC(=NC2=CC3=C(C=C12)N(C(C(O3)(C)C)=O)C)C